1-(6-chloro-4,5-dimethylpyridazin-3-yl)ethanone ClC1=C(C(=C(N=N1)C(C)=O)C)C